N-(4,4-difluorocyclohexyl)-3-[4-({[(2-isopropylphenyl)carbamothioyl]hydrazono}methyl)phenyl]-1-methyl-1H-1,2,4-triazol-5-carboxamide FC1(CCC(CC1)NC(=O)C1=NC(=NN1C)C1=CC=C(C=C1)C=NNC(NC1=C(C=CC=C1)C(C)C)=S)F